FC1=CC=C2C3=C(NC2=C1)C(=NC(=C3)C(=O)OC)C3=CC=C(C=C3)OCCC3=CC=CC=C3 methyl 7-fluoro-1-[4-(2-phenylethoxy)phenyl]-9H-pyrido[3,4-b]indole-3-carboxylate